C1(=CC=CC=C1)C=1C(=NC=CC1)C(C)(C)C1=NC=CC=C1C1=CC=CC=C1.[Pd+2] palladium (II) [bis(phenylpyridinyl)propane]